COC(=O)C1=CC(=NC2=C1N=CN=C2Cl)Cl 4,6-dichloropyrido[3,2-d]pyrimidine-8-carboxylic acid methyl ester